2,5-dichloro-N-(2,4-difluoro-3-((2-(((2R)-1-hydroxypropan-2-yl)amino)pyrimidin-5-yl)ethynyl)phenyl)benzenesulfonamide TFA salt OC(=O)C(F)(F)F.ClC1=C(C=C(C=C1)Cl)S(=O)(=O)NC1=C(C(=C(C=C1)F)C#CC=1C=NC(=NC1)N[C@@H](CO)C)F